N-(5-((6-((R)-3-(3-chloro-5-fluorophenyl)isoxazolidine-2-yl)pyrimidine-4-yl)amino)-2-(4-((R)-4-cyclopropyl-2-methylpiperazine-1-yl)piperidine-1-yl)-4-methoxyphenyl)acrylamide ClC=1C=C(C=C(C1)F)[C@@H]1N(OCC1)C1=CC(=NC=N1)NC=1C(=CC(=C(C1)NC(C=C)=O)N1CCC(CC1)N1[C@@H](CN(CC1)C1CC1)C)OC